(1,1-dimethylpiperidin-1-ium-4-yl) octadecyl phosphate P(=O)(OC1CC[N+](CC1)(C)C)(OCCCCCCCCCCCCCCCCCC)[O-]